(2,2-diethoxyethyl)-1H-pyrrole-2-carboxylic acid C(C)OC(CN1C(=CC=C1)C(=O)O)OCC